7-tert-butyl-3-(2-{[(3S)-6,6-dimethylpiperidin-3-yl]amino}-5-(trifluoromethyl)pyrimidin-4-yl)-1H,4H,5H,6H,7H,8H-pyrrolo[2,3-c]azepin-8-one C(C)(C)(C)N1C(C2=C(CCC1)C(=CN2)C2=NC(=NC=C2C(F)(F)F)N[C@@H]2CNC(CC2)(C)C)=O